N[C@@H]1CC[C@H](CC1)OC=1C=CC2=C(\C(\C(C=3C(=NC=NC23)N)(C)C)=N/OCCN(C)C)C1 (6Z)-8-(trans-4-aminocyclohexoxy)-6-[2-(dimethylamino)ethoxyimino]-5,5-dimethyl-benzo[h]quinazolin-4-amine